12-((1,3-bis(hex-5-ynoyloxy)-2-((hex-5-ynoyloxy)methyl)propan-2-yl)amino)-12-oxododecanoic acid C(CCCC#C)(=O)OCC(COC(CCCC#C)=O)(COC(CCCC#C)=O)NC(CCCCCCCCCCC(=O)O)=O